2-chloro-4-[[4-[1-methyl-4-(trifluoromethyl)imidazol-2-yl]phenyl]methoxy]-5-(2,2,2-trifluoroethoxy)pyrimidine ClC1=NC=C(C(=N1)OCC1=CC=C(C=C1)C=1N(C=C(N1)C(F)(F)F)C)OCC(F)(F)F